C1([C@H](O)[C@H](O)[C@H](O1)CO)C1=NC(=C2NC=NC2=N1)N ribosyladenine